Methyl 2-[[5-[tert-butyl(dimethyl)silyl]oxy-4-[tert-butyl(diphenyl)silyl]oxy-pentyl]amino]-5-[3-[4-[3-(dimethylamino)prop-1-ynyl]-2-fluoro-phenoxy]propyl]thiazole-4-carboxylate [Si](C)(C)(C(C)(C)C)OCC(CCCNC=1SC(=C(N1)C(=O)OC)CCCOC1=C(C=C(C=C1)C#CCN(C)C)F)O[Si](C1=CC=CC=C1)(C1=CC=CC=C1)C(C)(C)C